Amino-benzamide hydrochloride Cl.NC1=C(C(=O)N)C=CC=C1